N-(4-bromophenyl)pyrrolidine-1-carboxamide BrC1=CC=C(C=C1)NC(=O)N1CCCC1